succinimidyl-acetylthioacetate C1(CCC(N1C(C(=S)[O-])C(C)=O)=O)=O